1-(6-bromopyridazine-3-yl)-3-(4-chlorobenzyl)pyrrolidin-2-one BrC1=CC=C(N=N1)N1C(C(CC1)CC1=CC=C(C=C1)Cl)=O